(1R,2R,3S,4R,5S)-1-(hydroxymethyl)-4-(2-iodo-6-(phenylamino)-9H-purin-9-yl)bicyclo[3.1.0]hexane-2,3-diol OC[C@@]12[C@H]([C@H]([C@@H]([C@H]2C1)N1C2=NC(=NC(=C2N=C1)NC1=CC=CC=C1)I)O)O